(5-bromo-4-fluoro-1-oxo-isoindolin-2-yl)piperidine-2,6-dione BrC=1C(=C2CN(C(C2=CC1)=O)N1C(CCCC1=O)=O)F